FC(C1=NN(C=C1C(=O)NC1=C2C(CC(C2=CC=C1)(C)C)C)C)F 3-(difluoromethyl)-1-methyl-N-[1,1,3-trimethylindan-4-yl]Pyrazole-4-carboxamide